[N+](=O)(OCCC(C)(C)C1=CC(=C2[C@H]3[C@H](C(OC2=C1)(C)C)CC=C(C3)C)O)[O-] [3-[(6Ar,10aR)-1-hydroxy-6,6,9-trimethyl-6a,7,10,10a-tetrahydrobenzo[c]chromen-3-yl]-3-methylbutyl] nitrate